galloyl-gallic acid C(C1=CC(O)=C(O)C(O)=C1)(=O)C1=C(C(=O)O)C=C(C(=C1O)O)O